BrC1C(NC2=C1C=1N(C(N(CC1C=N2)C2=C(C(=CC(=C2F)OC)OC)F)=O)C)=O 9-bromo-3-(2,6-difluoro-3,5-dimethoxyphenyl)-1-methyl-3,4,7,9-tetrahydro-1H-pyrrolo[3',2':5,6]pyrido[4,3-d]pyrimidine-2,8-dione